The molecule is a branched amino hexasaccharide compound consisting of the linear trisaccharide beta-D-mannosyl-(1->4)-N-acetyl-beta-D-glucosaminyl-(1->4)-N-acetyl-D-glucosamine in which the mannosyl residue has a beta-D-xylosyl residue attached at position 2 as well as two alpha-D-mannosyl residues at positions 3 and 6. It has a role as a carbohydrate allergen. It is an amino hexasaccharide, a glucosamine oligosaccharide and a high-mannose oligosaccharide. CC(=O)N[C@@H]1[C@H]([C@@H]([C@H](O[C@H]1O[C@@H]2[C@H](OC([C@@H]([C@H]2O)NC(=O)C)O)CO)CO)O[C@H]3[C@H]([C@H]([C@@H]([C@H](O3)CO[C@@H]4[C@H]([C@H]([C@@H]([C@H](O4)CO)O)O)O)O)O[C@@H]5[C@H]([C@H]([C@@H]([C@H](O5)CO)O)O)O)O[C@H]6[C@@H]([C@H]([C@@H](CO6)O)O)O)O